C(C)N1N=NC(=C1)CC[C@H](C(C(=O)OCC1=CC=CC=C1)(C)C)C=1SC(=C(C1)COCC1=CC=C(C=C1)OC)C benzyl (R)-5-(1-ethyl-1H-1,2,3-triazol-4-yl)-3-(4-(((4-methoxybenzyl)oxy)methyl)-5-methylthiophen-2-yl)-2,2-dimethylpentanoate